C(C)OC1=CC=C(C=C1)C1=CC=2C(N(C=CC2)C(=O)N(C(C)C)C(C)C)=N1 2-(4-ethoxyphenyl)-N,N-diisopropyl-7H-pyrrolo[2,3-b]pyridine-7-carboxamide